(4-bromophenyl)(3-chloropropyl)sulfane BrC1=CC=C(C=C1)SCCCCl